BrC1=CC(=CS1)CO (5-bromothiophene-3-yl)methanol